C(CCC)#N n-butyronitrile